O[C@H](CN(C(C1=C(C=CC(=C1)F)OC=1C(=NC=NC1)N1CC2(C1)CCN(CC2)C[C@H]2OC[C@@H](CC2)NS(=O)(=O)CC)=O)C(C)C)CO N-((R)-2,3-Dihydroxypropyl)-2-((4-(7-(((2S,5R)-5-(ethylsulfonamido)tetrahydro-2H-pyran-2-yl)methyl)-2,7-diazaspiro[3.5]nonan-2-yl)pyrimidin-5-yl)oxy)-5-fluoro-N-isopropylbenzamide